3-[2-({[1-(3-chloro(2-pyridyl))-3,3-difluorocyclobutyl]methyl}amino)pyrimidin-5-yl]-4-fluorobenzamide ClC=1C(=NC=CC1)C1(CC(C1)(F)F)CNC1=NC=C(C=N1)C=1C=C(C(=O)N)C=CC1F